N-(4-(dimethylamino)phenethyl)-2-(4-((5-(4-(dimethylcarbamoyl)phenyl)pyridin-2-yl)oxy)piperidine-1-carbonyl)-4-fluorobenzamide CN(C1=CC=C(CCNC(C2=C(C=C(C=C2)F)C(=O)N2CCC(CC2)OC2=NC=C(C=C2)C2=CC=C(C=C2)C(N(C)C)=O)=O)C=C1)C